CN(C/C=C/C(=O)N(CCC=1C=NC=CC1)C1=C2CNCC2=CC=C1)C (E)-4-(Dimethylamino)-N-(isoindolin-4-yl)-N-(2-(pyridin-3-yl)ethyl)but-2-enamide